9-(2-(4,6-diphenyl-1,3,5-triazine-2-yl)phenyl)-3,6-diphenyl-9H-carbazole C1(=CC=CC=C1)C1=NC(=NC(=N1)C1=CC=CC=C1)C1=C(C=CC=C1)N1C2=CC=C(C=C2C=2C=C(C=CC12)C1=CC=CC=C1)C1=CC=CC=C1